3-ethynyl-azetidine trifluoroacetate salt FC(C(=O)O)(F)F.C(#C)C1CNC1